CNC1=C(C=NC2=C(C=CC=C12)OC(F)(F)F)N N4-methyl-8-(trifluoromethoxy)quinoline-3,4-diamine